cyclohexyl(methyl)-1-((1-(fluoromethyl)cyclopropyl)methyl)-1H-benzo[d]imidazole-6-carboxylic acid C1(CCCCC1)C1=CC(=CC=2N(C(=NC21)C)CC2(CC2)CF)C(=O)O